C(C1=CC=CC=C1)OC1=NC(=CC=C1C1=NN(C2=CC(=CC=C12)N1C(CC(CC1)NC(OC(C)(C)C)=O)=O)C)OCC1=CC=CC=C1 tert-Butyl N-[1-[3-(2,6-dibenzyloxy-3-pyridyl)-1-methyl-indazol-6-yl]-2-oxo-4-piperidyl]carbamate